BrCC1=C(C(=O)OC)C=CN=C1Cl methyl 3-(bromomethyl)-2-chloroisonicotinate